2,2'-(1,3-phenylene)-bis(2-oxazoline) C1(=CC(=CC=C1)C=1OCCN1)C=1OCCN1